1-(4-chloro-3-fluorophenyl)-3-((3-(pyridin-4-yl)bicyclo[1.1.1]pentan-1-yl)amino)propan-1-one ClC1=C(C=C(C=C1)C(CCNC12CC(C1)(C2)C2=CC=NC=C2)=O)F